FC(S(=O)(=O)[O-])(F)F.CC=1C=C(C=C(C1O)C)[S+]1CCCC1 1-(3,5-dimethyl-4-hydroxyphenyl)tetrahydrothiophenium trifluoromethanesulfonate